trimethylphosphine oxide dimethyl-vinylphosphonate COP(OC)(=O)C=C.CP(C)(C)=O